methyl 4-(3-hydroxy-3-methyl-but-1-ynyl)cyclohexanecarboxylate OC(C#CC1CCC(CC1)C(=O)OC)(C)C